C(CCC)N([N+](=O)[O-])CCO[N+](=O)[O-] butyl-nitrooxyethyl-nitroamine